2-(4,4-difluoro-3-(6-oxo-1-(pyridin-2-ylmethyl)-1,6-dihydropyridin-3-yl)piperidin-1-yl)-N-(5-fluoropyridin-2-yl)propionamide FC1(C(CN(CC1)C(C(=O)NC1=NC=C(C=C1)F)C)C1=CN(C(C=C1)=O)CC1=NC=CC=C1)F